trimethylphenylhydrazine hydrochloride Cl.CN(N(C1=CC=CC=C1)C)C